OC(CNCC1=NN2C(C(N1C)=O)=CC=C2)(C)C 2-(((2-hydroxy-2-methylpropyl)amino)methyl)-3-methylpyrrolo[2,1-f][1,2,4]triazin-4(3H)-one